1-chloro-2-iodo-3,4-dihydroxyl-9,10-anthraquinone ClC1=C(C(=C(C=2C(C3=CC=CC=C3C(C12)=O)=O)O)O)I